O=C1NC2=CC=C(C=C2CN1)C(=O)O 2-oxo-1,2,3,4-tetrahydroquinazoline-6-carboxylic acid